(2S)-N-[(1S)-1-cyano-2-[4-(3-methyl-2-oxo-2,3-dihydro-1,3-benzoxazol-5-yl)phenyl]ethyl]-6-hydroxy-6-(prop-2-en-1-yl)-1,4-oxazepane-2-carboxamide C(#N)[C@H](CC1=CC=C(C=C1)C=1C=CC2=C(N(C(O2)=O)C)C1)NC(=O)[C@H]1OCC(CNC1)(CC=C)O